FC=1C=C2C(=CNC2=CC1)C[C@@H]1N(CCC1)CCC (R)-5-fluoro-3-((1-propylpyrrolidin-2-yl)methyl)-1H-indole